4-[(1s,4r,5r)-5-{[3-(2-chloro-6-methylphenyl)-5-cyclopropyl-1,2-oxazol-4-yl]methoxy}-3-oxo-2-azabicyclo[2.2.1]heptan-2-yl]benzoic acid ClC1=C(C(=CC=C1)C)C1=NOC(=C1CO[C@H]1[C@@H]2C(N([C@H](C1)C2)C2=CC=C(C(=O)O)C=C2)=O)C2CC2